C1(CC1)CC(=O)NC=1C=C(SC1)C1=CN=CC(=N1)C1=CC(=C(C(=O)N(C)CCN(C)C)C=C1)OC 4-(6-(4-(2-cyclopropylacetamido)thiophen-2-yl)pyrazin-2-yl)-N-(2-(dimethylamino)ethyl)-2-methoxy-N-methyl-benzamide